OC1=C(C=C(C=C1C(C)(C)C)C)N1N=C2C(=N1)C=CC(=C2)Cl 2-(2'-hydroxy-3'-tert-butyl-5-methylphenyl)-5-chlorobenzotriazole